ClC1=NC=2N3C(N(CCCS(N(C4=C(C(N([C@H](C(=N3)C2)CC)C)=O)C=C(C=C4)CC)C)(=O)=O)C)=C1 (17S)-3-chloro-13,17-diethyl-5,10,16-trimethyl-7,8,16,17-tetrahydro-5H-18,1-(metheno)-9λ6-pyrimido[6,1-g][2,1,6,8,9,12]benzothiapentaazacyclopentadecine-9,9,15(6H,10H)-trione